2-[6-(4-chloro-1H-pyrazol-1-yl)-3-(ethylsulfonyl)pyridin-2-yl]-3-methyl-6-(trifluoromethyl)-3H-imidazo[4,5-c]pyridine-4-carbonitrile ClC=1C=NN(C1)C1=CC=C(C(=N1)C1=NC2=C(C(=NC(=C2)C(F)(F)F)C#N)N1C)S(=O)(=O)CC